4,7-bis[(E)-2-(pyridin-3-yl)vinyl]benzo[c][1,2,5]thiadiazole N1=CC(=CC=C1)/C=C/C1=CC=C(C2=NSN=C21)\C=C\C=2C=NC=CC2